C(C)OC(=O)[C@@]1([C@H](C1)COCC1=CC=CC=C1)C (1S,2S)-2-((benzyloxy)methyl)-1-methylcyclopropane-1-carboxylic acid ethyl ester